tert-butyl 4-(4-methyl-3-(2-(3-methyl-1H-pyrrolo[2,3-b]pyridin-1-yl)propanamido)phenyl)piperazine-1-carboxylate CC1=C(C=C(C=C1)N1CCN(CC1)C(=O)OC(C)(C)C)NC(C(C)N1C=C(C=2C1=NC=CC2)C)=O